ClC=1C=C(C=2N(N1)C(=CN2)C=2C=C(C(=C(C2)NS(=O)(=O)C=2C=NN(C2)C)OC)OC)NC N-(5-(6-chloro-8-(methylamino)imidazo[1,2-b]pyridazin-3-yl)-2,3-dimethoxyphenyl)-1-methyl-1H-pyrazole-4-sulfonamide